methyl (S)-6-(5-cyano-6-(2-Methylazetidin-1-yl)-4-(trifluoromethyl)pyridin-2-yl)-6-azaspiro[3.4]octane-2-carboxylate C(#N)C=1C(=CC(=NC1N1[C@H](CC1)C)N1CC2(CC(C2)C(=O)OC)CC1)C(F)(F)F